C1(=CC=CC1)P(C1=CC=CC=C1)C1=CC=CC=C1 cyclopenta-1,3-dien-1-yl(diphenyl)phosphane